C1=C(C=CC2=CC=CC=C12)C1=NC(=NC(=N1)C(Cl)(Cl)Cl)C(Cl)(Cl)Cl 2-naphthyl-4,6-bis(trichloromethyl)s-triazine